ClC=1C=C(C=CC1Cl)N1N=C(CC1)NC(CCCC(=O)O)=O 5-((1-(3,4-dichlorophenyl)-4,5-dihydro-1H-pyrazol-3-yl)amino)-5-oxopentanoic acid